2-(4-methoxybenzyl)-3,4-dimethyl-2,6-dihydro-7H-pyrazolo[3,4-d]pyridazin-7-one COC1=CC=C(CN2N=C3C(NN=C(C3=C2C)C)=O)C=C1